1-isobutyl-2-(3-ethoxyphenyl)-4-aminoimidazole C(C(C)C)N1C(=NC(=C1)N)C1=CC(=CC=C1)OCC